FC=1C=CC=2C(=C3N(C2C1)CCCCN1C3=CC=N1)C#N 11-fluoro-5,6,7,8-tetrahydropyrazolo[5',1':3,4][1,4]diazocino[1,2-a]indole-14-carbonitrile